1-(5-carboxypentyl)-2-((E)-3-((E)-1-(5-carboxypentyl)-3,3-dimethyl-5-sulfoindol-2-ylidene)prop-1-en-1-yl)-3,3-dimethyl-5-sulfo-3H-indol-1-ium C(=O)(O)CCCCC[N+]1=C(C(C2=CC(=CC=C12)S(=O)(=O)O)(C)C)\C=C\C=C/1\N(C2=CC=C(C=C2C1(C)C)S(=O)(=O)O)CCCCCC(=O)O